NC=1C=C(C=NC1C)C=1C=C2C(=NC=NC2=CC1)NC1=C(C(=CC=C1)Cl)F 6-(5-amino-6-methyl-3-pyridyl)-N-(3-chloro-2-fluorophenyl)quinazolin-4-amine